N-(2-(2-methyl-1H-indol-3-yl)ethyl)-2-((4-methylpyridin-2-yl)amino)pyrimidine-5-carboxamide CC=1NC2=CC=CC=C2C1CCNC(=O)C=1C=NC(=NC1)NC1=NC=CC(=C1)C